5-(Methylamino)-6-(3-methylimidazo[4,5-c]pyridin-7-yl)-3-[3-(1-methyl-4-piperidyl)anilino]pyrazin CNC=1N=C(C=NC1C=1C2=C(C=NC1)N(C=N2)C)NC2=CC(=CC=C2)C2CCN(CC2)C